C1(CCCC1)N1C(N(CC1)CC(CN1C2=CC=C(C=C2C=2C=C(C=CC12)F)F)O)=O 1-cyclopentyl-3-(3-(3,6-difluoro-9H-carbazol-9-yl)-2-hydroxypropyl)imidazolidin-2-one